BrC=1C=C(\C=N\C2=CC=C(C(=O)O)C=C2)C=C(C1OC(\C=C\C1=CC=C(C=C1)Cl)=O)OC 4-((E)-((E)-3-bromo-4-((E)-3-(4-chlorophenyl)acryloyloxy)-5-methoxybenzylidene)amino)benzoic acid